FC(OC1=C(C(=NN1C)C(F)(F)F)CSC1=NOC(C1)(C)C)F 3-(5-difluoromethoxy-1-methyl-3-trifluoromethyl-1H-pyrazole-4-ylmethylthio)-5,5-dimethyl-2-isoxazoline